The molecule is a pyranobenzodioxin obtained by formal cyclocodensation between syringylglycerol and esculetin. It is found in Arabidopsis thaliana. It has a role as a plant metabolite. It is a member of coumarins, a dimethoxybenzene, a member of phenols, a primary alcohol, a lignan and a pyranobenzodioxin. It derives from an esculetin and a 2,6-dimethoxyphenol. COC1=CC(=CC(=C1O)OC)C2C(OC3=C(O2)C=C4C=CC(=O)OC4=C3)CO